7-(3-((tert-butyldimethylsilyl)oxy)propyl)-5H-pyrido[4,3-b]indole [Si](C)(C)(C(C)(C)C)OCCCC=1C=CC=2C3=C(NC2C1)C=CN=C3